C1(CC1)C1=C(C(=NO1)C1=C(C=NC=C1Cl)Cl)/C=C/C1CC2(CN(C2)C(=O)OC(C)(C)C)C1 tert-Butyl (E)-6-(2-(5-cyclopropyl-3-(3,5-dichloropyridin-4-yl)isoxazol-4-yl) vinyl)-2-azaspiro[3.3]heptane-2-carboxylate